CC(CNC(C1=CC(=CC=C1)C1=NOC(=N1)C(F)(F)F)=O)(C)C=1N=C(OC1)C1=CC=CC=C1 N-(2-methyl-2-(2-phenyloxazol-4-yl)propyl)-3-(5-(trifluoromethyl)-1,2,4-oxadiazol-3-yl)benzamide